ClC1=C(C=CC=C1)N1CCCN(S1(=O)=O)CC(=O)NC1C2CC3(CC(CC1C3)C2)C(=O)N 4-(2-(6-(2-chlorophenyl)-1,1-dioxido-1,2,6-thiadiazinan-2-yl)acetamido)adamantan-1-carboxamide